(5-neopentyl-1,4,5,6-tetrahydropyrrolo[3,4-c]pyrazol-3-yl)methanone tert-butyl-4-(aminomethyl)-3-(trifluoromethyl)piperidine-1-carboxylate C(C)(C)(C)OC(=O)N1CC(C(CC1)CN)C(F)(F)F.C(C(C)(C)C)N1CC=2NN=C(C2C1)C=O